4-bromo-2-methyl-(7-chloro-5-hydroxy-2,3,4,5-tetrahydro-1H-benzo[b]azepin-1-yl)methanone BrC1C(C2=C(N(C(C1)C)C=O)C=CC(=C2)Cl)O